C(C)OC(=CC(=O)OCC)OCC ethyl 3,3-diethoxyprop-2-enoate